tert-butyl-2-(4-(hydroxymethyl)-3-methoxyphenyl)-pyrrolidine C(C)(C)(C)N1C(CCC1)C1=CC(=C(C=C1)CO)OC